C=CC=CCCCCC(CCC)CC(=O)[O-] 9-dodecadienylacetate